O=C1NC2=C(S(C3=C1C=CC=C3)(=O)=O)C=CC(=C2)C(=O)NCC2=CN=C(S2)C2=CC(CC2)=O 11-oxo-N-((2-(3-oxocyclopent-1-en-1-yl)thiazol-5-yl)methyl)-10,11-dihydrodibenzo[b,f][1,4]thiazepine-8-carboxamide 5,5-dioxide